2-((chloromethoxy)carbonyloxy)propionic acid methyl ester COC(C(C)OC(=O)OCCl)=O